isocyanoalanine (2-thiophen-3-yl-ethyl)amide S1C=C(C=C1)CCNC([C@@H](N[N+]#[C-])C)=O